tert-butyl ({(3S)-1-[3-(benzenesulfonyl)-6-{[2-(pyridazine-4-yl)-1,3-thiazole-4-carbonyl]amino}-2-(trifluoromethyl) phenyl]piperidin-3-yl}methyl)carbamate C1(=CC=CC=C1)S(=O)(=O)C=1C(=C(C(=CC1)NC(=O)C=1N=C(SC1)C1=CN=NC=C1)N1C[C@@H](CCC1)CNC(OC(C)(C)C)=O)C(F)(F)F